C(#N)C1=CC=C(CNC2=C(C(=C(C(=C2F)F)F)F)S(=O)(=O)N(C)C)C=C1 ((4-cyanobenzyl)amino)-3,4,5,6-tetrafluoro-N,N-dimethylbenzenesulfonamide